C([C@H]([C@H](C(=O)CO)O)O)OP(=O)(O)O The molecule is the D-enantiomer of ribulose 5-phosphate that is one of the end-products of the pentose phosphate pathway. It has a role as a mouse metabolite. It derives from a D-ribulose. It is a conjugate acid of a D-ribulose 5-phosphate(2-).